di-tert-butyl (R)-2-chloro-6a,7,9,10-tetrahydro-5H-pyrazino[1',2':4,5]pyrazino[2,3-c]pyridazine-5,8(6H)-dicarboxylate ClC=1C=C2C(=NN1)N(C[C@@H]1N2CCN(C1)C(=O)OC(C)(C)C)C(=O)OC(C)(C)C